1,3-Benzo-dioxolan O1COC2=C1C=CC=C2